CC1=NN=C2N1C=C(C=C2)C2=CNC=1N=C(N=CC12)NC1CCC(CC1)NC(C)=O N-((1s,4s)-4-((5-(3-methyl-[1,2,4]triazolo[4,3-a]pyridin-6-yl)-7H-pyrrolo[2,3-d]pyrimidin-2-yl)amino)cyclohexyl)acetamide